FC1=C(C(=C(C=C1C1=NC2=C(N1C1(COC1)C)C=CC(=C2)NC2=CC=CC=C2)OC)O)O 3-fluoro-6-methoxy-4-(1-(3-methyloxetan-3-yl)-5-(phenylamino)-1H-benzo[d]imidazol-2-yl)benzene-1,2-diol